COCC1N2C(CC(C1=O)CC2)C (methoxymethyl)-6-methyl-3-oxoquinuclidin